Br.BrCC=1C=NC=C(C1)F 3-(bromomethyl)-5-fluoropyridine hydrobromide